(trifluoromethyl)thiazole-2-carboxamide FC(F)(F)C=1N=C(SC1)C(=O)N